ACETYLMETHYL-CARBINOL C(C)(=O)C(O)C